BrC1=C(C=C(C=C1O)O)C(\C=C\C1=CC(=C(C=C1)OCC1CC1)OC)=O 1-(2-bromo-3,5-dihydroxyphenyl)-3-(3-methoxy-4-cyclopropylmethoxyphenyl)-(2E)-2-propen-1-one